OC1=C(C(=O)C2=C(C(=O)C3=CC=C(C=C3)C(C3=C(C=CC(=C3)OC)C(C3=C(C(=C(C=C3)O)O)O)=O)=O)C=C(C=C2)OC)C=CC(=C1O)O p-bis(2,3,4-trihydroxybenzoyl-5-methoxybenzoyl)benzene